(+/-)-4-oxopiperidine-1,3-dicarboxylic acid 1-tert-butyl 3-ethyl ester C(C)OC(=O)[C@@H]1CN(CCC1=O)C(=O)OC(C)(C)C |r|